N-((3R,4S)-1-(ethylsulfonyl)-3-methylpiperidin-4-yl)-8-isopropoxy-7-(1H-pyrazol-4-yl)-[1,2,4]triazolo[1,5-c]pyrimidin-2-amine C(C)S(=O)(=O)N1C[C@H]([C@H](CC1)NC1=NN2C=NC(=C(C2=N1)OC(C)C)C=1C=NNC1)C